OCCCON1C(=NC2=C1C(=CC(=C2)C(=O)OC)OC)C=2N1CCN(C3=CC=CC(C2)=C13)CCCO methyl 1-(3-hydroxypropoxy)-2-[9-(3-hydroxypropyl)-1,9-diazatricyclo[6.3.1.04,12]dodeca-2,4(12),5,7-tetraen-2-yl]-7-methoxy-benzimidazole-5-carboxylate